2-methylphenylethyl methacrylate C(C(=C)C)(=O)OCCC1=C(C=CC=C1)C